OC1C2CN(CC1CC2)C(=O)OC(C)(C)C tert-butyl (endo)-8-hydroxy-3-azabicyclo[3.2.1]octane-3-carboxylate